ethyl 4-(((1R,3S,5S,7S)-5-hydroxyadamantan-2-yl)(methyl)amino)-1H-pyrrolo[2,3-b]pyridine-5-carboxylate OC12C[C@H]3C([C@H](CC(C1)C3)C2)N(C2=C3C(=NC=C2C(=O)OCC)NC=C3)C